C1C(C)SSS1 propylene trisulfide